tert-butyl N-cyclopropyl-N-[1-(2-methylindazol-4-yl)-4-piperidyl]carbamate C1(CC1)N(C(OC(C)(C)C)=O)C1CCN(CC1)C=1C2=CN(N=C2C=CC1)C